ClC1=C(C=CC=C1)C1C(O1)(C1=C(C=C(C=C1)F)F)CN1N=CN=C1SC#N 1-{[3-(2-chloro-phenyl)-2-(2,4-difluorophenyl)oxiran-2-yl]methyl}-1H-1,2,4-triazol-5-yl thiocyanate